ClC=1C=C(OC2=CC=C(C=C2)[C@H]2CCCN3C2=NS(CC3)(=O)=O)C=CC1 (9R)-9-[4-(3-chlorophenoxy)phenyl]-3,4,6,7,8,9-hexahydropyrido[2,1-c][1,2,4]thiadiazine 2,2-dioxide